O=C1NCCC2=CC(=CC=C12)C#N 1-oxo-1,2,3,4-tetrahydroisoquinoline-6-carbonitrile